C(C)[C@]12[C@H](CC[C@H]3[C@H]4[C@](CC[C@H]13)([C@H](CC4)C(CN4N=CC(=C4)C#N)=O)C)CC[C@](CC2)(C)O 1-(2-((1S,3aS,3bS,5aR,8S,10aS,10bS,12aS)-10a-ethyl-8-hydroxy-8,12a-dimethyloctadecahydrocyclohepta[a]cyclopenta[f]naphthalen-1-yl)-2-oxoethyl)-1H-pyrazole-4-carbonitrile